N1=CN=C(C2=C1NC=C2)NC(C#N)(CC)C 2-(7H-pyrrolo[2,3-d]pyrimidin-4-yl)amino-2-methylbutanenitrile